2-(tributylstannyl)benzo[d]oxazole C(CCC)[Sn](C=1OC2=C(N1)C=CC=C2)(CCCC)CCCC